(2R,5'S)-5,7-difluoro-4-methyl-3-oxo-3,4-dihydrospiro[benzo[b][1,4]oxazine-2,3'-pyrrolidine]-5'-carboxamide hydrochloride Cl.FC1=CC(=CC=2O[C@]3(CN[C@@H](C3)C(=O)N)C(N(C21)C)=O)F